1-(7-Chloro-3,4-dihydroisoquinolin-2(1H)-yl)-2,2,2-trifluoroethanone ClC1=CC=C2CCN(CC2=C1)C(C(F)(F)F)=O